C(C)(=O)[C@@]1([C@@H](O[C@@H]([C@]1(O)C(C)=O)CO)N1C=NC=2C(=O)NC(N)=NC12)O 2',3'-diacetyl-Guanosine